4-(4-(2-(4-(trifluoromethyl)phenyl)acetamido)phenoxy)-7H-pyrrolo[2,3-D]pyrimidine-7-carboxylic acid methyl ester COC(=O)N1C=CC2=C1N=CN=C2OC2=CC=C(C=C2)NC(CC2=CC=C(C=C2)C(F)(F)F)=O